CN1C(=NC=C1C1=CC(=C(C=C1)NC=O)OC)C N-(4-(1,2-dimethyl-1H-imidazol-5-yl)-2-methoxyphenyl)formamide